C(=O)O.CN1CCCC1 N-methylpyrrolidine formate